ClC=1C=CC2=C(N=C(O2)SC2=NC(=CC(=N2)Cl)Cl)C1 5-chloro-2-((4,6-dichloropyrimidin-2-yl)thio)benzo[d]oxazole